(S)-4-((5-fluoropyridin-2-yl)thio)-6-(5-methyl-1-(piperidin-3-yl)-1H-pyrazol-4-yl)pyrazolo[1,5-a]pyridine-3-carbonitrile FC=1C=CC(=NC1)SC=1C=2N(C=C(C1)C=1C=NN(C1C)[C@@H]1CNCCC1)N=CC2C#N